(R)-1-(3-(1-((1-(4-(1-(3-amino-6-(2-hydroxyphenyl)pyridazin-4-yl)piperidin-3-yl)benzoyl)-4-fluoropiperidin-4-yl)methyl)piperidin-4-yl)-1-methyl-1H-indol-6-yl)dihydropyrimidine NC=1N=NC(=CC1N1C[C@H](CCC1)C1=CC=C(C(=O)N2CCC(CC2)(F)CN2CCC(CC2)C2=CN(C3=CC(=CC=C23)N2CNCC=C2)C)C=C1)C1=C(C=CC=C1)O